FC=1C(=C(C=CC1F)[C@@H]1[C@H](O[C@@H](C1)C(F)(F)F)C(=O)NC1=CC(=NC=C1)C(=O)N)OC (2S,3R,5S)-4-[[3-(3,4-difluoro-2-methoxy-phenyl)-5-(trifluoromethyl)tetrahydrofuran-2-carbonyl]amino]pyridine-2-carboxamide